O1C2(OCC1)CC1OC1(CC2)C=2C=C(C=CC2)CO (3-(7-oxaspiro[bicyclo[4.1.0]heptane-3,2'-[1,3]dioxolan]-6-yl)phenyl)methanol